N1N=NC=C1CC(=O)N1[C@@H](C[C@H](C1)F)C(=O)N[C@@H](C1=CC=CC=C1)C1=NC=C(C=C1)C(C)C (2S,4r)-1-(2-(1H-1,2,3-triazol-5-yl)acetyl)-4-fluoro-N-((S)-(5-isopropylpyridin-2-yl)(phenyl)methyl)pyrrolidine-2-carboxamide